2-[[1-[2-(2-fluorophenyl)acetyl]piperidin-4-yl]methyl]-6-pyrazol-1-ylpyridin-3-one FC1=C(C=CC=C1)CC(=O)N1CCC(CC1)CC1N=C(C=CC1=O)N1N=CC=C1